C1(CC1)C([C@@H](C=1OC2=C(N1)C=C(C=C2)[C@@H](COC)N2C(N[C@@H](C2)C(F)(F)F)=O)NC(=O)C2=CC=NN2C)C2CC2 N-((S)-2,2-dicyclopropyl-1-(5-((S)-2-methoxy-1-((S)-2-oxo-4-(trifluoromethyl)imidazolidin-1-yl)ethyl)benzo[d]oxazol-2-yl)ethyl)-1-methyl-1H-pyrazole-5-carboxamide